C(C)ON=C1C=2C=CC(=CC2CCC1)NC(C=C)=O N-(5-(ethoxyimino)-5,6,7,8-tetrahydronaphthalen-2-yl)acrylamide